3,5-dimethyl-N,N-dimethylaniline CC=1C=C(N(C)C)C=C(C1)C